C(C)(C)(C)C1=NN=C(O1)C(=O)N1[C@H](C2=C(CC1)NC=N2)C2=NN1C(C(=CC=C1)OC)=C2 (R)-(5-(tert-butyl)-1,3,4-oxadiazol-2-yl)(4-(4-methoxypyrazolo[1,5-a]pyridin-2-yl)-6,7-dihydro-1H-imidazo[4,5-c]pyridin-5(4H)-yl)methanone